2-(2-chlorophenyl)-5-(8-((2-methoxyethoxy)methyl)-1,2,3,4-tetrahydronaphthalen-2-yl)-3-methyl-4,5,6,7-tetrahydro-3H-imidazo[4,5-c]pyridine ClC1=C(C=CC=C1)C1=NC2=C(CN(CC2)C2CC3=C(C=CC=C3CC2)COCCOC)N1C